2-(2-hydroxyethyl)-2-aminoethanesulfonic acid OCCC(CS(=O)(=O)O)N